tert-butyl (R)-4-(1-((7-fluoro-2-methylimidazo[1,2-a]pyridin-6-yl)carbamoyl)-2,3-dihydro-1H-pyrrolo[2,3-b]pyridin-4-yl)-2-isopropylpiperazine-1-carboxylate FC1=CC=2N(C=C1NC(=O)N1CCC=3C1=NC=CC3N3C[C@H](N(CC3)C(=O)OC(C)(C)C)C(C)C)C=C(N2)C